C(C)(C)(C)O[C@H](C(=O)OCC)C1=C(C2=C(N=C(S2)C=2C=C3C(=NN(C3=CC2)C(F)F)C2CCNCC2)C=C1C)C1=CC=C(C=C1)Cl ethyl (S)-2-(tert-butoxy)-2-(7-(4-chlorophenyl)-2-(1-(difluoromethyl)-3-(piperidin-4-yl)-1H-indazol-5-yl)-5-methylbenzo[d]thiazol-6-yl)acetate